CNCCC[Si](OC)(OC)C N-Methyl-3-aminopropylmethyldimethoxysilane